3,4,4-trifluoro-3-(difluoromethyl)sulfolane FC1(CS(=O)(=O)CC1(F)F)C(F)F